rac-4-methoxybenzyl-6-((triethylsilyl) oxy)-2'-(trifluoromethoxy)-3,6-dihydro-[1,1'-biphenyl]-1(2H)-carboxylate COC1=CC=C(COC(=O)C2(CCC=CC2O[Si](CC)(CC)CC)C2=C(C=CC=C2)OC(F)(F)F)C=C1